C(C)(C)C=1C(=NNC1C=1C=C(C=2N(C1)N=CN2)C)C(=O)N[C@H]2CN(CCC2)C(C)C (R)-4-isopropyl-N-(1-isopropylpiperidin-3-yl)-5-(8-methyl-[1,2,4]triazolo[1,5-a]pyridin-6-yl)-1H-pyrazole-3-carboxamide